N-(4-(difluoromethoxy)-2-fluorobenzyl)cyclopropanamine FC(OC1=CC(=C(CNC2CC2)C=C1)F)F